(R)-2-ethyl-2,3,4,5-tetrahydro-[1,4]oxazepino[6,7-g]isoquinoline dihydrochloride Cl.Cl.C(C)[C@H]1OC2=C(C=C3C=CN=CC3=C2)CNC1